(4-((2R,4s,6S)-7-((5-methoxy-7-methyl-1H-indol-4-yl)methyl)-2-(trifluoromethyl)-7-azaspiro[3.5]nonan-6-yl)benzoyl)glycine COC=1C(=C2C=CNC2=C(C1)C)CN1[C@@H](CC2(CC(C2)C(F)(F)F)CC1)C1=CC=C(C(=O)NCC(=O)O)C=C1